(S)-3-(Quinolin-3-yl)-3-(6-(3-(5,6,7,8-tetrahydro-1,8-naphthyridin-2-yl)propyl)-2H-indazol-2-yl)propanoic acid N1=CC(=CC2=CC=CC=C12)[C@H](CC(=O)O)N1N=C2C=C(C=CC2=C1)CCCC1=NC=2NCCCC2C=C1